BrC=1C=C2N=CC(=NC2=CC1)C=1C(=NN(C1)[C@@H]1C[C@H](C1)CN1C(C2=CC=CC=C2C1=O)=O)C1CC1 2-((trans-3-(4-(6-bromoquinoxalin-2-yl)-3-cyclopropyl-1H-pyrazol-1-yl)cyclobutyl)methyl)isoindoline-1,3-dione